[(3R)-3-(tert-butoxycarbonylamino)-8-fluoro-1,1,4-trioxo-5-[[4-(trifluoromethoxy)phenyl]methyl]-2,3-dihydro-1λ6,5-benzothiazepin-7-yl]boronic acid C(C)(C)(C)OC(=O)N[C@H]1CS(C2=C(N(C1=O)CC1=CC=C(C=C1)OC(F)(F)F)C=C(C(=C2)F)B(O)O)(=O)=O